(2s,3s,4r,5r)-5-(6-((4-chloropyridin-2-yl)methylamino)-2-(5-methoxypyridin-3-yl)-9H-purin-9-yl)-3,4-dihydroxy-N-methyl-tetrahydrofuran-2-carboxamide ClC1=CC(=NC=C1)CNC1=C2N=CN(C2=NC(=N1)C=1C=NC=C(C1)OC)[C@H]1[C@@H]([C@@H]([C@H](O1)C(=O)NC)O)O